N1C=NC(CC1)=O (E)-5,6-dihydro-1H-pyrimidin-4-one